14,25-Ditridecyl-15,18,21,24-tetraaza-octatriacontane C(CCCCCCCCCCCC)C(CCCCCCCCCCCCC)NCCNCCNCCNC(CCCCCCCCCCCCC)CCCCCCCCCCCCC